ONC(CCC1=NC2=CC=CC=C2C(N1)=O)=O N-hydroxy-3-(4-oxo-3,4-dihydroquinazolin-2-yl)propanamide